(E)-N-(2-bromobenzyl)-3-(3,7-dimethylocta-2,6-dien-1-yl)-2,4-dihydroxy-6-pentylbenzamide BrC1=C(CNC(C2=C(C(=C(C=C2CCCCC)O)C\C=C(\CCC=C(C)C)/C)O)=O)C=CC=C1